1-(3-hydroxyphenyl)-2-[methyl-(benzyl)amino]-ethanone hydrochloride Cl.OC=1C=C(C=CC1)C(CN(CC1=CC=CC=C1)C)=O